O(C=1C=C2C3=NC4=CC=CC5=CC=CC(N3C(C2=CC1)=O)=C54)C=5C=C4C1=NC2=CC=CC3=CC=CC(N1C(C4=CC5)=O)=C32 9,9'-Oxybis-12H-phthaloperin-12-on